N[C@H](C=1N=C2N(N=CC(=C2)[C@@H](C2(CCC2)C#N)N2C(NCC(C2)(F)F)=O)C1)C1CCC(CC1)(F)F 1-((S)-(2-((S)-Amino(4,4-difluorocyclohexyl)methyl)imidazo[1,2-b]pyridazin-7-yl)(5,5-difluoro-2-oxotetrahydropyrimidin-1(2H)-yl)methyl)cyclobutane-1-carbonitrile